3-(4-methoxyphenyl)-2-phenylpentanedioic acid COC1=CC=C(C=C1)C(C(C(=O)O)C1=CC=CC=C1)CC(=O)O